The molecule is an organic calcium salt that is the monocalcium salt of ethylenediaminetetraacetic acid (EDTA). It has a role as a chelator. It contains an EDTA(2-). C(C[NH+](CC(=O)[O-])CC(=O)[O-])[NH+](CC(=O)[O-])CC(=O)[O-].[Ca+2]